C(=O)(O)[Fe](C(=O)O)(C(=O)O)(C(=O)O)(C(=O)O)(C(=O)O)(C(=O)O)C(=O)O octacarboxyl-iron